(2-(4-(((3S,4R)-3-fluoro-1-methylpiperidin-4-yl)amino)-1-(2,2,2-trifluoroethyl)-1H-indol-2-yl)thiazol-5-yl)methanol F[C@H]1CN(CC[C@H]1NC1=C2C=C(N(C2=CC=C1)CC(F)(F)F)C=1SC(=CN1)CO)C